CC1(CC=C(C=C1)C)OS(=O)(=O)[O-] 1,4-dimethylphenylsulfate